C(#N)C=1C(=NC(=C(C1CC)C#N)N1CCN(CCC1)C)SC(C(=O)N)C=1C=NC(=CC1)F 2-((3,5-dicyano-4-ethyl-6-(4-methyl-1,4-diazepan-1-yl)pyridin-2-yl)sulfanyl)-2-(6-fluoropyridin-3-yl)acetamide